NC(COC=1C=CC(=C(C(=O)NC2(CC2)C2=C3C=CN=CC3=CC=C2)C1)C)C 5-(2-Aminopropoxy)-N-(1-(isoquinolin-5-yl)cyclopropyl)-2-methylbenzamide